1'-{2-(3,5-difluoro-4-(3-methanesulfonyloxetan-3-yl)phenoxy)ethyl}-2-oxo-1,2-dihydrospiro[indole-3,4'-piperidine]-5-carbonitrile FC=1C=C(OCCN2CCC3(CC2)C(NC2=CC=C(C=C23)C#N)=O)C=C(C1C1(COC1)S(=O)(=O)C)F